ClC=1C(=CC2=C(NC(O2)=O)C1)S(=O)(=O)Cl 5-chloro-2-oxo-2,3-dihydrobenzo[d]oxazole-6-sulfonyl chloride